[4-(3-methoxyphenyl)thiazol-2-yl]-3-methyl-1H-pyrazol-5-ol COC=1C=C(C=CC1)C=1N=C(SC1)N1N=C(C=C1O)C